5-((4-(difluoromethoxy)phenyl)thio)-1H-1,2,3-triazole-4-carboxylic acid FC(OC1=CC=C(C=C1)SC1=C(N=NN1)C(=O)O)F